4-azido-6-(dimethyl-(phenyl)silyl)hexanoic acid N(=[N+]=[N-])C(CCC(=O)O)CC[Si](C1=CC=CC=C1)(C)C